OC=1C=C(C=CC1OC)C=1C2=C(NC(N1)=N)N(C(N(C2=O)C)=O)C 5-(3-Hydroxy-4-methoxyphenyl)-7-imino-1,3-dimethyl-7,8-dihydropyrimido[4,5-d]pyrimidine-2,4(1H,3H)-dione